FC1=C(CCOC2=CC=C(C=N2)CC2=NOC(=C2)C=2C(=NC=CC2)N)C=CC=C1 3-(3-((6-(2-fluorophenethoxy)pyridin-3-yl)methyl)isoxazol-5-yl)pyridin-2-amine